3-acetamidoazetidine C(C)(=O)NC1CNC1